BrC1=CC(=NC2=CC=CC=C12)[C@H](CC=C)N[S@@](=O)C(C)(C)C (S)-N-((S)-1-(4-bromoquinolin-2-yl)but-3-en-1-yl)-2-methylpropane-2-sulfinamide